C(C)(=O)N1CCN(CC1)C=1C=C2CCN(CC2=CC1)S(=O)(=O)N(C)CC1=CC=C(C=C1)OC(F)(F)F 6-(4-acetylpiperazin-1-yl)-N-(4-trifluoromethoxy-benzyl)-N-methyl-3,4-dihydroisoquinoline-2(1H)-sulfonamide